C(C)(C)(C)OC(=O)C1=C(C[C@H](NC(CCCCCN)=O)C(=O)O)C(=CC(=C1)O)C(=O)OC(C)(C)C (S)-2,6-di-tert-butoxycarbonyl-aminocaproyl-L-tyrosine